C(C)(C)OC(=O)[C@H](C)NP([O-])(=O)N[C@@H](C)C(=O)OC(C)C N,N'-bis[(S)-1-(isopropoxycarbonyl)ethyl]phosphorodiamidate